C(C1=CC=CC=C1)N1CCN(C2=CC=C(C=C12)OC)S(=O)(=O)C1=CC=C(C)C=C1 4-benzyl-6-methoxy-1-p-toluenesulfonyl-1,2,3,4-tetrahydroquinoxaline